N-(((2S,5R)-6-hydroxy-7-oxo-1,6-diazabicyclo[3.2.1]octan-2-yl)(imino)methyl)furan-2-carboxamide ON1[C@@H]2CC[C@H](N(C1=O)C2)C(NC(=O)C=2OC=CC2)=N